tert-butyl 4-[4-(ethylsulfonyl)-2-(6-methyl-7-oxo-6,7-dihydro-1H-pyrrolo[2,3-c]pyridin-4-yl)phenoxy]piperidine-1-carboxylate C(C)S(=O)(=O)C1=CC(=C(OC2CCN(CC2)C(=O)OC(C)(C)C)C=C1)C=1C2=C(C(N(C1)C)=O)NC=C2